O[C@H]1CC[C@@]2([C@H]3CC[C@@]4([C@H](CC[C@H]4[C@@H]3CC[C@H]2C1)[C@@H](CCC(=O)N1CCN(CC1)C1=CN=NC=C1)C)C)C (R)-4-((3S,5S,8R,9S,10S,13R,14S,17R)-3-hydroxy-10,13-dimethylhexadecahydro-1H-cyclopenta[a]phenanthren-17-yl)-1-(4-(pyridazin-4-yl)piperazin-1-yl)pentan-1-one